N-(2-chloro-8-cyclopropylimidazo[1,2-b]pyridazin-7-yl)-N'-(5-cyanopyridin-3-yl)urea ClC=1N=C2N(N=CC(=C2C2CC2)NC(=O)NC=2C=NC=C(C2)C#N)C1